5-((2-Hydroxynaphthalen-1-yl)methyl)pyrimidine-2,4,6(1H,3H,5H)-trione OC1=C(C2=CC=CC=C2C=C1)CC1C(NC(NC1=O)=O)=O